N-(2,5-dimethylphenyl)-1-(4-(trifluoromethyl)benzyl)spiro[indoline-3,4'-piperidine]-1'-carboxamide CC1=C(C=C(C=C1)C)NC(=O)N1CCC2(CC1)CN(C1=CC=CC=C12)CC1=CC=C(C=C1)C(F)(F)F